CSCC1CN(C1)C(=O)O[C@@H]1CC[C@H](CC1)C(N(C[C@@H]1CC[C@H](CC1)C1=CC(=C(C=C1)OC)C)C1=CC(=CC=C1)C=1C=NN(C1)C1CC1)=O trans-4-((3-(1-Cyclopropyl-1H-pyrazol-4-yl)phenyl) ((trans-4-(4-methoxy-3-methylphenyl)-cyclohexyl)-methyl)carbamoyl)cyclohexyl 3-((methylthio)-methyl)azetidine-1-carboxylate